ClC=1C=C(C=C(C1)Cl)C1(CC(=NO1)C1=CC=C(C2=CC=CC=C12)C(=O)NC=NOC)C(F)(F)F 4-(5-(3,5-dichlorophenyl)-5-(trifluoromethyl)-4,5-dihydroisoxazol-3-yl)-N-((Methoxyimino)methyl)-1-naphthylcarboxamide